N-(quinoxalin-6-yl)-2-[4-{5-chloro-2-[5-(difluoromethyl)-1,2-oxazol-3-yl]phenyl}-5-methoxy-2-oxopyridin-1(2H)-yl]butanamide N1=CC=NC2=CC(=CC=C12)NC(C(CC)N1C(C=C(C(=C1)OC)C1=C(C=CC(=C1)Cl)C1=NOC(=C1)C(F)F)=O)=O